(1R,2R,3S)-4-bromo-3-(hydroxymethyl)-5-((triisopropylsilyl)oxy)-1,2,3,4-tetrahydro-[1,1'-biphenyl]-2-carboxylic acid BrC1[C@@H]([C@@H]([C@@H](C=C1O[Si](C(C)C)(C(C)C)C(C)C)C1=CC=CC=C1)C(=O)O)CO